6-[2-(1,5-dimethylpyrazol-3-yl)pyrrolidin-1-yl]-4-[(3R)-3-methylmorpholin-4-yl]-1H-pyridin-2-one CN1N=C(C=C1C)C1N(CCC1)C1=CC(=CC(N1)=O)N1[C@@H](COCC1)C